FC(OC=1C=CC(=NC1)C=1C=C2C=CN(C(C2=C(C1)F)=O)CCC[C@H](C)NC=1C=NNC(C1C(F)(F)F)=O)F 6-[5-(difluoromethoxy)pyridin-2-yl]-8-fluoro-2-[(4S)-4-[[6-oxo-5-(trifluoromethyl)-1H-pyridazin-4-yl]amino]pentyl]isoquinolin-1-one